C(CCCCCCCCCCCCCCCCC)OCCOCCOCCOCCO tetraethylene glycol octadecyl ether